Tetradecyl-Sodium Sulfate S(=O)(=O)(O)O.C(CCCCCCCCCCCCC)[Na]